methyl 2-amino-3-hydroxybenzoate NC1=C(C(=O)OC)C=CC=C1O